N-(3-chloro-5-(methylsulfonamido)phenyl)-5-methyl-1-(pyrimidin-2-yl)-1H-pyrrole-3-carboxamide ClC=1C=C(C=C(C1)NS(=O)(=O)C)NC(=O)C1=CN(C(=C1)C)C1=NC=CC=N1